(E)-5-(4-ethoxyphenyl)-N'-(pyridin-3-ylmethylene)furan-2-carbohydrazide C(C)OC1=CC=C(C=C1)C1=CC=C(O1)C(=O)N/N=C/C=1C=NC=CC1